C(C1=CC=CC=C1)NC(=O)N([C@@H]1CC[C@H](CC1)NC1=NC=C(C(=N1)NCCC(=O)N)C#N)C1=NC=C(C=C1)C=1C=NN(C1)C N3-(2-((trans-4-((benzylcarbamoyl)(5-(1-methyl-1H-pyrazol-4-yl)pyridin-2-yl)amino)cyclohexyl)amino)-5-cyanopyrimidin-4-yl)-beta-alanineamide